COC1=CC2=C(NC(=N2)C2=C(C=3C(NC2=O)=CN(N3)C)N[C@H](C(C)C)C3=NC=CC=N3)C=C1OCCOC |o1:21| (R*)-6-(5-methoxy-6-(2-methoxyethoxy)-1H-benzo[d]imidazol-2-yl)-2-methyl-7-((2-methyl-1-(pyrimidin-2-yl)propyl)amino)-2H-pyrazolo[4,3-b]pyridin-5(4H)-one